(1R,3S,5R)-2-Azabicyclo[3.1.0]hexane-2,3-dicarboxylic acid [C@@H]12N([C@@H](C[C@H]2C1)C(=O)O)C(=O)O